4-(4-((1R,5S)-3,8-diazabicyclo[3.2.1]octan-3-yl)-2-(((2R,7aS)-2-fluorotetrahydro-1H-pyrrolizin-7a(5H)-yl)methoxy)pyrido[3,2-d]pyrimidin-7-yl)-5,6-difluoronaphthalen-2-ol [C@H]12CN(C[C@H](CC1)N2)C=2C1=C(N=C(N2)OC[C@]23CCCN3C[C@@H](C2)F)C=C(C=N1)C1=CC(=CC2=CC=C(C(=C12)F)F)O